tert-butyl N-[1-[(2S,4R)-2-[[(1S)-1-(4-ethynylphenyl)ethyl]carbamoyl]-4-hydroxy-pyrrolidine-1-carbonyl]-2-hydroxy-2-methyl-propyl]carbamate C(#C)C1=CC=C(C=C1)[C@H](C)NC(=O)[C@H]1N(C[C@@H](C1)O)C(=O)C(C(C)(C)O)NC(OC(C)(C)C)=O